COC=1C=C(C=CC1NC=1OC2=C(N1)C=C(C=C2)OC)NC(CCCNC(OC(C)(C)C)=O)=O tert-Butyl 4-(3-methoxy-4-(5-methoxybenzo[d]oxazol-2-ylamino)phenylamino)-4-oxobutylcarbamate